3-(1-Butynyl)-4-toluenesulfonate C(#CCC)C=1C=C(C)C=CC1S(=O)(=O)[O-]